1-methyl-1H-indole-3-carboxylic acid CN1C=C(C2=CC=CC=C12)C(=O)O